3-methoxy-1H-pyrazole-5-carboxylic acid COC1=NNC(=C1)C(=O)O